Cl.C1CCN2CCC[C@H]([C@H]12)NC(CN1N=C(C=2C(C1=O)=CN(N2)CC)C(C)C)=O N-[Cis-1,2,3,5,6,7,8,8a-octahydroindolizin-8-yl]-2-(2-ethyl-7-isopropyl-4-oxo-pyrazolo[3,4-d]pyridazin-5-yl)acetamide hydrochloride